CC1C(C(CCC1)=O)=O 3-methylcyclohexane-1,2-dione